CNC1=NC=C(C2=C1N=NC(=C2)N)C=2OC1=C(N2)C=C(C=C1)N1CC(OCC1)C N8-methyl-5-(5-(2-methylmorpholino)benzo[d]oxazol-2-yl)pyrido[3,4-c]pyridazine-3,8-diamine